C12N(CC(NC1)CC2)C=2C1=C(N=C(N2)OC([2H])([2H])[C@@]23CCCN3C[C@H](C2)F)C(=C(N=C1)C=1C=C(C=C(C1C1CC1)Cl)O)F 3-(4-(2,5-Diazabicyclo[2.2.2]octan-2-yl)-8-fluoro-2-(((2S,7aR)-2-fluorotetrahydro-1H-pyrrolizin-7a(5H)-yl)methoxy-d2)pyrido[4,3-d]pyrimidin-7-yl)-5-chloro-4-cyclopropylphenol